FC1(C(C1)C(=O)NC1=NC=C2C=C(N3C(C2=C1)=CC=N3)C=3C=NC(=CC3C)[C@H](CC)O)F 2,2-difluoro-N-(5-(6-((S)-1-hydroxypropyl)-4-methylpyridin-3-yl)pyrazolo[5,1-a][2,6]naphthyridin-9-yl)cyclopropane-1-carboxamide